5-[7-[[4-methyl-6-(methylamino)pyrimidin-2-yl]amino]-2,3-dihydro-1,4-benzodioxin-5-yl]-2,3,4,7-tetrahydroazepine-1-carboxylic acid tert-butyl ester C(C)(C)(C)OC(=O)N1CCCC(=CC1)C1=CC(=CC=2OCCOC21)NC2=NC(=CC(=N2)C)NC